3-(6-(Bicyclo[1.1.1]pentan-1-ylamino)-1-methyl-1H-pyrazolo[3,4-d]pyrimidin-3-yl)-2,6-difluoro-5-(trifluoromethyl)phenol C12(CC(C1)C2)NC2=NC=C1C(=N2)N(N=C1C=1C(=C(C(=C(C1)C(F)(F)F)F)O)F)C